ClC1=CC(=C(OOC2=CC=CC(=N2)C=2C=NN(C2)CC2=NC3=C(N2C[C@H]2OCC2)C=C(C=C3)C(=O)OC)C=C1)F (S)-methyl 2-((4-(6-((4-chloro-2-fluorophenoxy) oxy) pyridin-2-yl)-1H-pyrazol-1-yl) methyl)-1-(oxetan-2-ylmethyl)-1H-benzo[d]imidazole-6-carboxylate